OCC1=C(C=CC=C1)C=1NC2=CC=C(C=C2C1C)CNC(OC(C)(C)C)=O tert-butyl ((2-(2-(hydroxymethyl)phenyl)-3-methyl-1H-indol-5-yl)methyl)carbamate